6-[1-(oxan-2-yl)indazol-3-yl]-1,5-naphthyridin-2-yl trifluoromethanesulfonate FC(S(=O)(=O)OC1=NC2=CC=C(N=C2C=C1)C1=NN(C2=CC=CC=C12)C1OCCCC1)(F)F